3-morpholinopropyl (1-(6-methoxy-3,4-dihydro-2H-benzo[b][1,4]oxazin-7-yl)-6-(pyrazolo[1,5-a]pyrimidin-3-yl)-1H-pyrazolo[4,3-c]pyridin-3-yl)carbamate COC1=CC2=C(OCCN2)C=C1N1N=C(C=2C=NC(=CC21)C=2C=NN1C2N=CC=C1)NC(OCCCN1CCOCC1)=O